2-[4-fluoro-3-(trifluoromethyl)phenoxy]-2-methyl-propionic acid FC1=C(C=C(OC(C(=O)O)(C)C)C=C1)C(F)(F)F